triacetyl-phosphonic acid C(C)(=O)OP(OC(C)=O)(=O)C(C)=O